NC1=C(C2=C(S1)C(=C(C=C2)Br)O)C(=O)OCC ethyl 2-amino-6-bromo-7-hydroxybenzo[b]thiophene-3-carboxylate